FC(N1N=C(C=C1)S(=O)(=O)N)(F)F 1-(trifluoromethyl)-1H-pyrazole-3-sulfonamide